C(#N)C1=CC(=C(C=C1)C1(OC2=C(O1)C=CC=C2)C)F 2-(4-cyano-2-fluorophenyl)-2-methylbenzo[d][1,3]dioxol